4-(6-methoxy-7-(1H-pyrazol-4-yl)quinazolin-4-yl)-1,4-diazacycloheptane-1-sulfonamide COC=1C=C2C(=NC=NC2=CC1C=1C=NNC1)N1CCN(CCC1)S(=O)(=O)N